ClC=1C(=C(NC2=NC=NC3=CC(=C(C=C23)NC(\C=C\CN2CCOCC2)=O)C#C[C@@]23CNC([C@H]3C2)=O)C=CC1)F (E)-N-[4-(3-chloro-2-fluoro-anilino)-7-[2-[(1R,5S)-4-oxo-3-azabicyclo[3.1.0]hexan-1-yl]ethynyl]quinazolin-6-yl]-4-morpholino-but-2-enamide